5-(4-cyclohexylphenyl)-3-((2R,3R)-3-(fluoromethyl)2-methylazetidine-1-carbonyl)pyrazolo[1,5-a]pyrimidin-7(4H)-one C1(CCCCC1)C1=CC=C(C=C1)C=1NC=2N(C(C1)=O)N=CC2C(=O)N2[C@@H]([C@@H](C2)CF)C